ClC=1C=CC=NC1 5-chloropyridin